7-Iodopyrrolo[2,1-F][1,2,4]triazin-4-amine IC1=CC=C2C(=NC=NN21)N